C[Si](CC=C)(CCC)C 3-(dimethyl-normal propylsilyl)-1-propene